N[C@@H]1C2=CC=CC=C2CC12CCN(CC2)C2=NC=C(C(N2C)=O)C#CCC2=NC(=CC=C2)O (S)-2-(1-amino-1,3-dihydrospiro[indene-2,4'-piperidine]-1'-yl)-5-(3-(6-hydroxypyridin-2-yl)prop-1-yn-1-yl)-3-methylpyrimidin-4(3H)-one